(Z)-N-(1-(1H-tetrazol-5-yl)prop-1-en-2-yl)formamide N1N=NN=C1\C=C(\C)/NC=O